(S)-tetrahydro-furan-2-yl-methanone O1[C@@H](CCC1)C=O